1-[(2R,4S)-4-[4-Amino-3-[2-(6-fluoro-1,3-benzoxazol-5-yl)ethynyl]pyrazolo[3,4-d]pyrimidin-1-yl]-2-(methoxymethyl)pyrrolidin-1-yl]prop-2-en-1-one NC1=C2C(=NC=N1)N(N=C2C#CC=2C(=CC1=C(N=CO1)C2)F)[C@H]2C[C@@H](N(C2)C(C=C)=O)COC